N-(6-(N-(tert-butyl)sulfamoyl)pyridin-2-yl)-2-(4,4-dimethyl-1,4-azasilinan-1-yl)-4-((2-hydroxyethyl)sulfonamido)benzamide C(C)(C)(C)NS(=O)(=O)C1=CC=CC(=N1)NC(C1=C(C=C(C=C1)NS(=O)(=O)CCO)N1CC[Si](CC1)(C)C)=O